CC1=NC2=CC=C(C=C2C=N1)CN(C=1SC=CC1)C 2-methyl-6-[[(methyl)(thiophene-2-yl)amino]methyl]quinazoline